ClC1=CC=C(C=C1)C=1N=CN(C1C1=CC=NC=C1)CC(=O)N1CC2(CN(C2)CC(F)F)CC1 2-[4-(4-chlorophenyl)-5-(pyridin-4-yl)-1H-imidazol-1-yl]-1-[2-(2,2-difluoroethyl)-2,6-diazaspiro[3.4]oct-6-yl]ethan-1-one